N-[7-(4-fluoro-2-methoxyphenyl)-6-Methylthieno[3,2-d]pyrimidin-2-yl]-1-(piperidin-4-yl)-1H-pyrazole-4-amine fumarate C(\C=C\C(=O)O)(=O)O.FC1=CC(=C(C=C1)C1=C(SC2=C1N=C(N=C2)NC=2C=NN(C2)C2CCNCC2)C)OC